tert-butyl 7-oxo-8-(5-(trifluoromethyl)pyridin-3-yl)-2,8-diazaspiro[4.5]decane-2-carboxylate O=C1CC2(CCN(C2)C(=O)OC(C)(C)C)CCN1C=1C=NC=C(C1)C(F)(F)F